CCCC=C[C@@](C)(C(=O)O)N (S)-α-methyl-α-pentenylglycine